CC=1C(=C2C=NNC2=CC1)C=1C=CC=C2C(=CN=NC12)N1CCN(CC1)C(C=C)=O 1-(4-(8-(5-methyl-1H-indazol-4-yl)cinnolin-4-yl)piperazin-1-yl)prop-2-en-1-one